C(#N)C1=CC2=C(N=C(N2)C(C(F)(F)F)(F)F)C=C1C#N.[Li] lithium 5,6-dicyano-2-pentafluoroethyl-benzimidazole